NCC1=NN2C(C(=CC(=C2)C2CC2)N2C(OCC2)=O)=N1 3-(2-(aminomethyl)-6-cyclopropyl-[1,2,4]triazolo[1,5-a]pyridin-8-yl)oxazolidin-2-one